N,N-dimethyl-4-(pyridin-2-yl)aniline 2-((4-chloro-5-fluoro-2-(2-(methoxymethyl)-7-methylquinoxalin-5-yl)benzo[d]thiazol-6-yl)oxy)ethyl-(6-fluoropyridin-3-yl)carbamate ClC1=C(C(=CC2=C1N=C(S2)C2=C1N=CC(=NC1=CC(=C2)C)COC)OCCN(C(O)=O)C=2C=NC(=CC2)F)F.CN(C2=CC=C(C=C2)C2=NC=CC=C2)C